4-amino-9-(2-((1R,3S,5R)-3-((6-bromopyridin-2-yl)carbamoyl)-5-methyl-2-azabicyclo[3.1.0]hex-2-yl)-2-oxoethyl)-N-methyl-9H-pyrimido[4,5-b]indole-6-carboxamide NC1=NC=NC=2N(C3=CC=C(C=C3C21)C(=O)NC)CC(=O)N2[C@@H]1C[C@@]1(C[C@H]2C(NC2=NC(=CC=C2)Br)=O)C